5-(5-cyano-6-((1,3-dihydroxypropan-2-yl)amino)pyridin-3-yl)-N-cyclopropyl-2-fluoro-4-methylbenzamide C(#N)C=1C=C(C=NC1NC(CO)CO)C=1C(=CC(=C(C(=O)NC2CC2)C1)F)C